(2S,5R)-N-{[{2R,4R}-4-{1H-1,2,4-triazol-1-ylmethyl}-pyrrolidin-2-yl]methyloxy}-7-oxo-6-(sulfooxy)-1,6-diazabicyclo[3.2.1]octane-2-carboxamide N1(N=CN=C1)C[C@@H]1C[C@@H](NC1)CONC(=O)[C@H]1N2C(N([C@H](CC1)C2)OS(=O)(=O)O)=O